CN1N=CC=C1C=1C(NN=C(C1)N1[C@@H](COCC1)C)CNC(=O)C1=CC=NN1 N-((4-(1-methyl-1H-pyrazol-5-yl)-6-((R)-3-methylmorpholinyl)-2,3-dihydropyridazin-3-yl)methyl)-1H-pyrazol-5-carboxamide